O[C@H]1[C@H](C[C@@H]2C(C[C@H]3[C@@H]4CC[C@H]([C@@H](CCC(C)C)C)[C@]4(CC[C@@H]3[C@]2(C1)C)C)=O)O 2a,3a-dihydroxy-24,24-dimethyl-5a-cholan-6-one